C1(CCCC1)C1=NC2=NC=NC(=C2N1)NC(CC=1C=C(C=C(C1)F)C1=CC=C(C=C1)F)=O N-(8-cyclopentyl-7H-purin-6-yl)-2-(4',5-difluoro-[1,1'-biphenyl]-3-yl)acetamide